octyl-4-biphenylcarbonitrile C(CCCCCCC)C1=C(C=CC(=C1)C#N)C1=CC=CC=C1